4-amino-7-fluoro-N-methyl-N-((3S)-6-(trifluoromethyl)-2,3-dihydrofuro[2,3-b]pyridin-3-yl)-1,3-dihydrofuro[3,4-c]quinoline-8-carboxamide NC1=NC=2C=C(C(=CC2C2=C1COC2)C(=O)N([C@@H]2COC1=NC(=CC=C12)C(F)(F)F)C)F